COC1=CC=C(C=C1)CN(C1=CC(=C(C(=N1)C1=C(C=C2C(=NC(=NC2=C1F)F)N1C[C@@H](N(CC1)C(=O)OC(C)(C)C)CC#N)Cl)C(F)(F)F)C)CC1=CC=C(C=C1)OC tert-butyl (2S)-4-[7-(6-{bis[(4-methoxyphenyl)methyl]amino}-4-methyl-3-(trifluoromethyl)pyridin-2-yl)-6-chloro-2,8-difluoroquinazolin-4-yl]-2-(cyanomethyl)piperazine-1-carboxylate